N,N-dimethylpiperidine-1-carboxamide CN(C(=O)N1CCCCC1)C